Cl.CN(C/C=C/C)C (E)-4-(dimethylamino)-but-2-ene hydrochloride